6-(2-chloro-6-fluorophenyl)-8-(3-methoxypropan-1-yn-1-yl)-2-((1-(1-methylpiperidin-4-yl)-1H-indol-5-yl)amino)pyrido[4,3-d]pyrimidine-5(6H)-one ClC1=C(C(=CC=C1)F)N1C(C2=C(N=C(N=C2)NC=2C=C3C=CN(C3=CC2)C2CCN(CC2)C)C(=C1)C#CCOC)=O